C(C)(C)(C)OC(=O)N[C@H]1CCC2=C(C(=C(S2)NC(=O)[C@@H]2[C@H](C2)F)C(=O)OCC)C1 Ethyl (5S)-5-(tert-butoxycarbonylamino)-2-[[(1R,2S)-2-fluorocyclopropanecarbonyl]amino]-4,5,6,7-tetrahydrobenzothiophene-3-carboxylate